C1(C=CC(N1CC(CCCN1C(C=CC1=O)=O)C)=O)=O 1,5-bis(maleimido)-2-methylpentane